O(C1=CC=CC=C1)CC(=O)N(CC=1SC=CC1)C1=NC=CC=C1 2-phenoxy-N-(pyridin-2-yl)-N-(thiophen-2-ylmethyl)acetamide